N-(5-cyclopentyl-1H-pyrazol-3-yl)-2-[(3S)-3-(methylaminomethyl)pyrrolidin-1-yl]pyrimidin-4-amine C1(CCCC1)C1=CC(=NN1)NC1=NC(=NC=C1)N1C[C@@H](CC1)CNC